tert-butyl (4-(8-bromo-4,5-dihydrobenzo[b]thieno[2,3-d]oxepine-9-carboxamido)-3,5-dimethylbenzyl)carbamate BrC=1C(=CC2=C(OCCC3=C2SC=C3)C1)C(=O)NC1=C(C=C(CNC(OC(C)(C)C)=O)C=C1C)C